2-4-fluorobenzyl-6-(2-tetrahydrofuryl)-1,2,4-triazine FC1=CC=C(CN2NC(=CN=C2)C2OCCC2)C=C1